CN(C=1SC2=C(N=C(N=C2)N2CC(CCC2)C2=CC(=NC=C2)C)N1)C N,N-dimethyl-5-(3-(2-methylpyridin-4-yl)piperidin-1-yl)thiazolo[4,5-d]pyrimidin-2-amine